C(N)(=O)C=1C=[N+](C=CC1)COC(\C=C\C(=O)OC)=O (E)-3-carbamoyl-1-(((4-methoxy-4-oxo-but-2-enoyl)oxy)methyl)pyridin-1-ium